(S)-quinuclidin-3-yl (5-(4-butoxyphenyl)-6-methoxy-2,2-dimethyl-2,3-dihydro-1H-inden-1-yl)carbamate C(CCC)OC1=CC=C(C=C1)C=1C=C2CC(C(C2=CC1OC)NC(O[C@@H]1CN2CCC1CC2)=O)(C)C